NCC1(C[C@@H]2[C@@H](CN(C2)C2=CN=C(C(=N2)N)C2=C(C(=CC=C2)Cl)Cl)C1)C 6-((3Ar,5r,6as)-5-(aminomethyl)-5-methyl-hexahydrocyclopenta[c]pyrrol-2(1H)-yl)-3-(2,3-dichlorophenyl)pyrazin-2-amine